[F-].[Th+4].[F-].[F-].[F-] thorium fluoride salt